(6-methyl-3-(pyrimidin-2-yl)pyridin-2-yl)((1S,4R,6R)-6-((5-methylpyridin-2-yl)amino)-2-azabicyclo[2.2.2]oct-2-yl)methanone CC1=CC=C(C(=N1)C(=O)N1[C@@H]2[C@@H](C[C@H](C1)CC2)NC2=NC=C(C=C2)C)C2=NC=CC=N2